COC1=C(C(=CC(=C1)C)C)C=1C=C(C=2C(=NC(=CN2)[C@H]2CNCCC2)N1)CO [6-(2-methoxy-4,6-dimethyl-phenyl)-3-[(3R)-3-piperidyl]pyrido[2,3-b]pyrazin-8-yl]methanol